tert-butyl 4-[[[4-[1-(4-chlorophenyl)-7-isopropoxy-6-methoxy-3-oxo-1,4-dihydroisoquinolin-2-yl]cyclohexyl]-methyl-amino]methyl]piperidine-1-carboxylate ClC1=CC=C(C=C1)C1N(C(CC2=CC(=C(C=C12)OC(C)C)OC)=O)C1CCC(CC1)N(C)CC1CCN(CC1)C(=O)OC(C)(C)C